2-[(4,5-dichloro-6-oxo-pyridazin-1-yl)methyl]-N,N,1,6-tetramethyl-benzimidazole-5-sulfonamide ClC=1C=NN(C(C1Cl)=O)CC1=NC2=C(N1C)C=C(C(=C2)S(=O)(=O)N(C)C)C